CN1CCN(C2=C(C=CC=C12)C)S(=O)(=O)C1=C(C(=CC=C1)C1=CC(=NO1)C)C 1,5-dimethyl-4-[2-methyl-3-(3-methyl-1,2-oxazol-5-yl)benzenesulfonyl]-1,2,3,4-tetrahydroquinoxaline